(6Z)-6-dodecen-1-ol C(CCCC\C=C/CCCCC)O